tert-butyl (3-cyclopropyl-5-((2,4-dimethoxybenzyl)amino)pyrazolo[1,5-a]pyrimidin-7-yl)(3-fluorophenyl)carbamate C1(CC1)C=1C=NN2C1N=C(C=C2N(C(OC(C)(C)C)=O)C2=CC(=CC=C2)F)NCC2=C(C=C(C=C2)OC)OC